O1[C@@H](CC1)CN1C=NC=2C1=NC(=CC2)C(=O)[O-] 3-(((S)-oxetan-2-yl)methyl)-3H-imidazo[4,5-b]pyridine-5-carboxylate